N1-benzylbutane-1,4-diaminium chloride [Cl-].C(C1=CC=CC=C1)[NH2+]CCCC[NH3+].[Cl-]